BrC(C(=O)C1=CC=C(C=C1)F)C1=CC=CC=C1 2-bromo-1-(4-fluorophenyl)-2-phenylethanone